2-(3,5-Dimethyl-1-adamantyl)aminoethan CC12CC3(CC(CC(C1)(C3)C)C2)NCC